C(CCCCCCCCCCCCCCCCC)C1(CCC(CC1)CO)CO octadecyl-1,4-cyclohexanedimethanol